NC=1C=C(C=CC1Cl)NC(C(=C)C1=C(C=C(C=C1)C(C)(C)C)C(C)(C)C)=O N1-(3-amino-4-chlorophenyl)-2-[2,4-di(tert-butyl)phenyl]acrylamide